Di(Hydroxyphenyl)Diphenyl-Di(hydroxyphenyl)silane OC1=C(C=CC=C1)C=1C(=C(C=CC1)[Si](C1=C(C=CC=C1)O)(C1=C(C=CC=C1)O)C1=CC=CC=C1)C1=C(C=CC=C1)O